[5-(4-fluorophenoxy)-1-isobutyl-1H-indazol-6-yl]-(4-methylpiperazin-1-yl)methanone FC1=CC=C(OC=2C=C3C=NN(C3=CC2C(=O)N2CCN(CC2)C)CC(C)C)C=C1